N1,N1'-(((5-(Diphenylamino)-1,3-phenylene)bis((2,6-difluorophenyl)azanediyl))bis(3,1-phenylene))bis(N1,N3,N5-tris(2,6-difluorophenyl)-N3,N5-diphenylbenzene-1,3,5-triamine) C1(=CC=CC=C1)N(C=1C=C(C=C(C1)N(C1=C(C=CC=C1F)F)C=1C=C(C=CC1)N(C1=CC(=CC(=C1)N(C1=CC=CC=C1)C1=C(C=CC=C1F)F)N(C1=CC=CC=C1)C1=C(C=CC=C1F)F)C1=C(C=CC=C1F)F)N(C1=C(C=CC=C1F)F)C=1C=C(C=CC1)N(C1=CC(=CC(=C1)N(C1=C(C=CC=C1F)F)C1=CC=CC=C1)N(C1=C(C=CC=C1F)F)C1=CC=CC=C1)C1=C(C=CC=C1F)F)C1=CC=CC=C1